CC=1C(N=C(N([C@H]2[C@H](O)[C@H](O)[C@@H](CO)O2)C1)N)=O 5-Methylisocytidine